[chloro(dimethylamino)methylene]-dimethylammonium hexafluorophosphate F[P-](F)(F)(F)(F)F.ClC(N(C)C)=[N+](C)C